2-(5-Fluoropyridin-2-yl)-2-(1-(4,5,6,7-tetrahydroisoxazolo[4,3-c]pyridin-5-carbonyl)piperidin-4-yliden)acetonitril FC=1C=CC(=NC1)C(C#N)=C1CCN(CC1)C(=O)N1CC=2C(CC1)=NOC2